(S)-7-hydroxy-6-methoxy-4-methyl-3-(2-(3-methylmorpholino)-2-oxoethyl)-2H-chromen-2-one OC1=C(C=C2C(=C(C(OC2=C1)=O)CC(=O)N1[C@H](COCC1)C)C)OC